CC(C)(C)OC(=O)N(C1=NC2=CC=CC(=C2C(=C1)OS(=O)(=O)C(F)(F)F)C#C[Si](C(C)C)(C(C)C)C(C)C)C(=O)OC(C)(C)C 2-methylpropan-2-yl ({[(2-methylpropan-2-yl)oxy]carbonyl}[4-(trifluoromethyl sulfonyloxy)-5-{[tris(propan-2-yl)silyl]ethynyl}quinolin-2-yl]amino)carboxylate